P(=O)(O)(O)O[C@H]1[C@]([C@@H](O[C@@H]1CO)N1C=NC=2C(N)=NC=NC12)(O)F.FC(C=1C(=NC=C(C1)N)N1N=CC=C1)(F)F 3-trifluoromethyl-5-amino-2-(1H-pyrazol-1-yl)pyridine 2'-fluoroadenosine-3'-phosphate